C(C)(C)(C)OC(=O)N1CC(C1)OCC1=C(C=C(C=C1)S(=O)(=O)C(F)(F)F)F 3-[[2-fluoro-4-(trifluoromethylsulfonyl)phenyl]methoxy]azetidine-1-carboxylic acid tert-butyl ester